cyclohexyl-bromobutane C1(CCCCC1)C(CCC)Br